ClC=1C=C2C=NNC2=C(C1)C1(C[C@H]2C([C@H]2C1)NC(=O)NC1=CC=CC=C1)O 1-((1R,3r,5S,6r)-3-(5-chloro-1H-indazol-7-yl)-3-hydroxybicyclo[3.1.0]hexan-6-yl)-3-phenylurea